ClC1=CC=C(C(=N1)C=1C=C(C2=C(COB2O)C1)F)N[C@H](C)C=1C=C(C=C2C(C(=C(OC12)C(C)C)C)=O)C 8-[(1R)-1-[[6-chloro-2-(7-fluoro-1-hydroxy-3H-2,1-benzoxaborol-5-yl)-3-pyridyl]amino]ethyl]-2-isopropyl-3,6-dimethyl-chromen-4-one